FC1=CC=C(OC2=CC=C(C=C2)N2N=C3C(NCC[C@H]3N3CCNCC3)=C2C(=O)N)C=C1 (7R)-2-[4-(4-fluorophenoxy)phenyl]-7-(piperazin-1-yl)-4,5,6,7-tetrahydro-2H-pyrazolo[4,3-b]pyridine-3-carboxamide